2-chloro-4-((3-(1-(2-(dimethylamino)ethyl)-3-(trifluoromethyl)-1H-pyrazol-4-yl)imidazo[1,2-a]pyrazin-8-yl)amino)-N-methylbenzamide formate C(=O)O.ClC1=C(C(=O)NC)C=CC(=C1)NC=1C=2N(C=CN1)C(=CN2)C=2C(=NN(C2)CCN(C)C)C(F)(F)F